BrC1=CC(=C(C=C1C)C(C(=O)N)(C([2H])([2H])[2H])C([2H])([2H])[2H])Cl 2-(4-bromo-2-chloro-5-methylphenyl)-2-(methyl-d3)propanamide-3,3,3-d3